1-[(3R)-3-{2-[4-(trifluoromethyl)phenyl]vinyl}pyrrolidin-1-yl]prop-2-en-1-one FC(C1=CC=C(C=C1)C=C[C@@H]1CN(CC1)C(C=C)=O)(F)F